1-(2-(3,5-dichlorophenyl)-6-((2-(4-(3-(methyl-sulfonyl)propyl)piperazin-1-yl)pyrimidin-5-yl)oxy)pyridin-4-yl)-N-methyl-methanamine ClC=1C=C(C=C(C1)Cl)C1=NC(=CC(=C1)CNC)OC=1C=NC(=NC1)N1CCN(CC1)CCCS(=O)(=O)C